7-{1-[1-(2-fluorophenyl)-1H-[1,2,3]Triazol-4-yl]-propyl}-5-iodo-7H-pyrrolo[2,3-d]Pyrimidin-4-amine FC1=C(C=CC=C1)N1N=NC(=C1)C(CC)N1C=C(C2=C1N=CN=C2N)I